NCC1(CN(CC1)C1=NC2=C(N1CC(=O)N(CC(F)(F)F)C)C=CC(=C2)F)F 2-(2-(3-(aminomethyl)-3-fluoropyrrolidin-1-yl)-5-fluoro-1H-benzo[d]imidazol-1-yl)-N-methyl-N-(2,2,2-trifluoroethyl)acetamide